tert-butyl (3S,4S)-3-amino-4-hydroxypyrrolidine-1-carboxylate N[C@H]1CN(C[C@@H]1O)C(=O)OC(C)(C)C